3-((3,4,5-trimethoxyphenyl)amino)-4-((pyridin-2-ylmethyl)amino)cyclobut-3-ene-1,2-dione COC=1C=C(C=C(C1OC)OC)NC=1C(C(C1NCC1=NC=CC=C1)=O)=O